6-(4-fluoro-3-isopropyl-5-(2-methylpiperazin-1-yl)-1H-pyrrolo[2,3-c]pyridin-2-yl)-7,8-dimethyl-[1,2,4]triazolo[1,5-a]pyridine FC1=C2C(=CN=C1N1C(CNCC1)C)NC(=C2C(C)C)C=2C(=C(C=1N(C2)N=CN1)C)C